FC1=C(C=2C=NC(=NC2C=C1C1=C(C2=C(OCCN2)N=C1)C)NC1=C(C=C2CCN(CC2=C1)C)F)N 6-fluoro-N~2~-(6-fluoro-2-methyl-1,2,3,4-tetrahydroisoquinolin-7-yl)-7-(8-methyl-2,3-dihydro-1H-pyrido[2,3-b][1,4]oxazin-7-yl)quinazoline-2,5-diamine